C1(=CC=CC=C1)C=1C=CC=C2C=CN=CC12 8-PHENYL-ISOCHINOLINE